CC1=C(C(=CC=C1)[N+](=O)[O-])CC(=O)N (2-methyl-6-nitrophenyl)-acetamide